(2R,3R,4R,5R)-2-(4-aminopyrrolo[2,1-f][1,2,4]triazine-7-yl)-5-((((bis(((tert-butylcarbonyl)oxy)methoxy))phosphoryl)oxy)methyl)-2-cyanotetrahydrofuran-3,4-diylbis(2-methylpropionate) NC1=NC=NN2C1=CC=C2[C@@]2(O[C@H]([C@H]([C@@H]2C(C(=O)[O-])(C)C)C(C(=O)[O-])(C)C)COP(=O)(OCOC(=O)C(C)(C)C)OCOC(=O)C(C)(C)C)C#N